1-Allyl-3,3-dimethyl-6-(methylsulfanyl)-3,4-dihydro-1H-2,1-benzothiazin-4-ol-2,2-dioxid C(C=C)N1S(C(C(C2=C1C=CC(=C2)SC)O)(C)C)(=O)=O